N1=C(C=CC=C1)CCSCCSCCCSCCSCCC1=NC=CC=C1 1,15-Bis(2-pyridyl)-3,6,10,13-tetrathiapentadecan